O=S1(CCN(CC2=C1C=CC=C2)C2=NC1=CC=C(C=C1C(=C2)NCC2(COC2)CO)C)=O [3-({[2-(1,1-Dioxido-2,3-dihydro-1,4-benzothiazepin-4(5H)-yl)-6-methylquinolin-4-yl]amino}methyl)oxetan-3-yl]methanol